ClC1=CC(=C(C(=C1)OC[C@@H]1CNCCC1)C1=CC(=NN1)NC=1N=CC(=NC1)C#N)OC (S)-5-((5-(4-chloro-2-methoxy-6-(piperidin-3-ylmethoxy)phenyl)-1H-pyrazol-3-yl)amino)pyrazine-2-carbonitrile